3-(5-(((1S,2S)-2-(3-hydroxy-3-methylazetidin-1-yl)cyclopentyl)oxy)-1-oxoisoindolin-2-yl)piperidine-2,6-dione OC1(CN(C1)[C@@H]1[C@H](CCC1)OC=1C=C2CN(C(C2=CC1)=O)C1C(NC(CC1)=O)=O)C